9-methyleneazuleno[5,6-d][1,3]Dioxolane C=C1CC2=CC=CC2=CC=2OCOC21